BrC=1C(=NC(=NC1C(F)F)C)NC1=C(C(=CC=C1C)OC)C 5-Bromo-6-(difluoromethyl)-N-(3-methoxy-2,6-dimethylphenyl)-2-methylpyrimidin-4-amine